N-(4-(4-amino-3-(4-((5-chloro-4-methylpyrimidin-2-yl)oxy)phenyl)-7-cyano-1-methyl-1H-pyrrolo[3,2-c]pyridin-2-yl)-3-methylphenyl)acrylamide NC1=NC=C(C2=C1C(=C(N2C)C2=C(C=C(C=C2)NC(C=C)=O)C)C2=CC=C(C=C2)OC2=NC=C(C(=N2)C)Cl)C#N